N1(N=CC=C1)CCC(=O)N1CC(=CCC1)C=1C=C(C2=C(C=C(O2)C(N(C)C)=O)C1F)C1=C(C=C(C=C1)N1CCN(CC1)C(=O)OC(C)(C)C)OC(F)F Tert-butyl 4-(4-(5-(1-(3-(1H-pyrazol-1-yl)propanoyl)-1,2,5,6-tetrahydropyridin-3-yl)-2-(dimethylcarbamoyl)-4-fluorobenzofuran-7-yl)-3-(difluoromethoxy)phenyl)piperazine-1-carboxylate